CC1=C(OC2=CC(=NC=C2)CN)C=CC(=C1)[N+](=O)[O-] (4-(2-methyl-4-nitrophenoxy)pyridin-2-yl)methanamine